C(C)(C)(C)OC(=O)N1C[C@H]([C@@H](C1)C=1SC=CC1)C(=O)O |r| (±)-trans-1-(tert-butoxycarbonyl)-4-(thien-2-yl)pyrrolidine-3-carboxylic acid